CC(CC[C@@H](C(=O)O)NCC1=CC=CC=2N(C=NC21)C)(C)C (2S)-5,5-dimethyl-2-{[(1-methyl-1H-1,3-benzodiazol-4-yl)methyl]amino}hexanoic acid